rel-(1S)-1-[4-[1-ethyl-4-(trifluoromethyl)imidazol-2-yl]phenyl]ethanol C(C)N1C(=NC(=C1)C(F)(F)F)C1=CC=C(C=C1)[C@H](C)O |o1:17|